di-n-octylhafnium dihydroxide [OH-].[OH-].C(CCCCCCC)[Hf+2]CCCCCCCC